N-(3,5-Dihydroxybenzoyl)4-carboxymethyl-2,5-dihydroxybenzamid OC=1C=C(C(=O)NC(C2=C(C=C(C(=C2)O)CC(=O)O)O)=O)C=C(C1)O